(S)-N-(4-(3-aminoprop-1-yn-1-yl)-3-methoxyphenyl)-4-(2-(4-(4-chlorophenyl)-2,3,9-trimethyl-6H-thieno[3,2-f][1,2,4]triazolo[4,3-a][1,4]diazepin-6-yl)acetamido)butanamide NCC#CC1=C(C=C(C=C1)NC(CCCNC(C[C@H]1C=2N(C3=C(C(=N1)C1=CC=C(C=C1)Cl)C(=C(S3)C)C)C(=NN2)C)=O)=O)OC